CC1=CC=C(C2=CC=CC=C12)C1CCNCC1 4-(4-methylnaphthalen-1-yl)piperidine